CC(C)S(=O)(=O)OC=1C=C(C=CC1)NC(NC1=CC(=CC=C1)OS(=O)(=O)C(C)C)=O bis-[3-(2-propylsulfonyloxy)phenyl]urea